FC=1C(=C2CCN(CC2=CC1)C(=O)N[C@@H](CCO)C1=CC=CC=C1)C1=CC=C(C=C1)C(F)(F)F (S)-6-Fluoro-N-(3-hydroxy-1-phenylpropyl)-5-(4-(trifluoromethyl)phenyl)-3,4-dihydroisoquinoline-2(1H)-carboxamide